BrC1=C(C(=CC2=C1[C@@H]([C@](O2)(C2=CC=CC=C2)CN)OC)F)Cl ((2S,3S)-4-bromo-5-chloro-6-fluoro-3-methoxy-2-phenyl-2,3-dihydrobenzofuran-2-yl)methanamine